(R)-3-(6-chloro-3-fluoro-5-(trifluoromethyl)pyridin-2-yl)-10-methyl-9,10,11,12-tetrahydro-8H-[1,4]diazepino[5',6':4,5]thieno[3,2-f]quinolin ClC1=C(C=C(C(=N1)C1=NC=2C=CC3=C(C2C=C1)C1=C(S3)CN[C@@H](CN1)C)F)C(F)(F)F